1-(2-chlorophenyl)(phenyl)methanol ClC1=C(C=CC=C1)C(O)C1=CC=CC=C1